BrC=1C=C(C(=NC1)[C@@H](C(F)(F)F)N(C(=O)C1CCS(CC1)(=O)=O)C)F (S)-N-(1-(5-bromo-3-fluoropyridin-2-yl)-2,2,2-trifluoroethyl)-N-methyltetrahydro-2H-thiopyran-4-carboxamide 1,1-dioxide